N-(2-(dimethylamino)ethyl)-N-methyl-N'-[4-(1-methyl-1H-indol-3-yl)-2-pyrimidinyl]-2-nitrobenzene-1,4-diamine CN(CCN(C1=C(C=C(C=C1)NC1=NC=CC(=N1)C1=CN(C2=CC=CC=C12)C)[N+](=O)[O-])C)C